CN(C1C2CN(CC12)CC1=CC=2N=C(N=C(C2S1)N1CCOCC1)N1N=C(C=C1)C=1C=C(C=CC1)C)C N,N-dimethyl-3-((4-morpholino-2-(3-(m-tolyl)-1H-pyrazol-1-yl)thieno[3,2-d]pyrimidin-6-yl)methyl)-3-azabicyclo[3.1.0]hexan-6-amine